N1=CNC=2C=NC(=CC21)C(=N)N 3H-imidazo[4,5-c]pyridine-6-carboxamidine